CC=1C=C(C=CC1OC1=CC2=C(N(C=N2)C)C=C1)NC1=NC=NC=C1C#CC1N(CCCC1)C(C#C)=O 1-(2-((4-((3-methyl-4-((1-methyl-1H-benzimidazol-5-yl)oxy)phenyl)amino)pyrimidin-5-yl)ethynyl)piperidin-1-yl)prop-2-yn-1-one